N-(6-cyano-4-methoxy-1-(1-methylcyclobutyl)-1H-benzo[d]imidazol-2-yl)-4,4,4-trifluoro-3,3-dimethylbutanamide C(#N)C=1C=C(C2=C(N(C(=N2)NC(CC(C(F)(F)F)(C)C)=O)C2(CCC2)C)C1)OC